ethyl 3-(bromomethyl)-1-(4-((2-oxopyridin-1(2H)yl)methyl)benzyl)-1H-pyrazole-4-carboxylate BrCC1=NN(C=C1C(=O)OCC)CC1=CC=C(C=C1)CN1C(C=CC=C1)=O